tert-butyl (S)-7-(4-fluorobenzyl)-2-(methoxymethyl)-6-methyl-2,3-dihydro-1H-pyrido[2,3-b][1,4]oxazine-1-carboxylate FC1=CC=C(CC2=CC3=C(OC[C@@H](N3C(=O)OC(C)(C)C)COC)N=C2C)C=C1